6-(3-(pyridin-2-yloxy)pyrrolidin-1-ylpyridin-3-yl)pyrazolo[1,5-a]pyridin-3-carbonitrile N1=C(C=CC=C1)OC1CN(CC1)C1=NC=CC=C1C=1C=CC=2N(C1)N=CC2C#N